N1(CCOCC1)CCN1C=C(C2=CC=CC=C12)C(=O)C1=CC=C(C2=CC=CC=C12)C (1-(2-morpholin-4-ylethyl)indol-3-yl)-4-methylnaphthalenylmethanone